5-(aminomethyl)-6-[(4-fluorophenyl)methyl]-4,6-diazaspiro[2.4]hept-4-en-7-one NCC1=NC2(CC2)C(N1CC1=CC=C(C=C1)F)=O